Cl.N[C@@H](C)C1=NC(=NN1C1=CC(=NC=N1)C#N)C1CC1 6-[5-[(1S)-1-aminoethyl]-3-cyclopropyl-1,2,4-triazol-1-yl]pyrimidine-4-carbonitrile hydrochloride